NC1=NN2C(N=CC=C2)=C1C(=O)NC(C)C=1C=C(C2=CN(N=C2C1OCC)C(C)C)Cl 2-amino-N-(1-(4-chloro-7-ethoxy-2-isopropyl-2H-indazol-6-yl)ethyl)-pyrazolo[1,5-a]pyrimidine-3-carboxamide